tert-butyl N-{[5-(2-fluorophenyl)-1-[3-(propane-1-sulfonylamino) benzenesulfonyl]-1H-pyrrol-3-yl] methyl}-N-methylcarbamate FC1=C(C=CC=C1)C1=CC(=CN1S(=O)(=O)C1=CC(=CC=C1)NS(=O)(=O)CCC)CN(C(OC(C)(C)C)=O)C